(-)-[(2R)-2,3-Dihydro-8-methyl-2-(trifluoromethyl)-4H-1,4-benzoxazin-4-yl][3-(1H-1,2,4-triazol-1-yl)phenyl]methanone CC1=CC=CC=2N(C[C@@H](OC21)C(F)(F)F)C(=O)C2=CC(=CC=C2)N2N=CN=C2